BrC1=CC=2C(C3=CC=CC=C3C2C=C1)(C1=CC=CC=C1)C1=CC=CC=C1 2-Bromo-9,9-diphenylfluorene